O=S1(CC=CC2=CC(=CC=C12)NC1=NC=C(C(=N1)N[C@H](CO)C1=CC=CC=C1)C=1OC(=CN1)C)=O (2S)-2-[[2-[(1,1-dioxo-2H-thiochromen-6-yl)amino]-5-(5-methyloxazol-2-yl)pyrimidin-4-yl]amino]-2-phenyl-ethanol